cis-N-(4-chloro-3-(1-methyl-1H-1,2,4-triazol-3-yl)phenyl)-3-methyl-1-(5-methyl-1,3,4-oxadiazol-2-yl)-6-azabicyclo[3.1.1]heptane-6-carboxamide ClC1=C(C=C(C=C1)NC(=O)N1C2CC(CC1(C2)C=2OC(=NN2)C)C)C2=NN(C=N2)C